CN1C=CC=2C1=NC=C(C2)C(=O)N[C@@H](CCOC2CC(C2)CCC2=NC=1NCCCC1C=C2)C(=O)O N-(1-methyl-1H-pyrrolo[2,3-b]pyridine-5-carbonyl)-O-(3-(2-(5,6,7,8-tetrahydro-1,8-naphthyridin-2-yl)ethyl)cyclobutyl)homoserine